CN1CCC(CC1)NC(=O)CN1N=CC2=CC=C(C=C12)C=1C=C(C=CC1)NC(C=C)=O N-[3-(1-{[(1-methylpiperidin-4-yl)carbamoyl]methyl}-1H-indazol-6-yl)phenyl]prop-2-enamide